2-oxo-1-(1-phenyl-1H-indol-6-yl)-2,5-dihydro-1H-pyrrolo[2,3-b]pyrazine-7-carbonitrile O=C1N(C2=C(N=C1)NC=C2C#N)C2=CC=C1C=CN(C1=C2)C2=CC=CC=C2